ClC=1N=C2N(N=CC(=C2C(C)C)NC(=O)NC=2C=NC(=C(C2)C#N)N2N=CC=N2)C1 N-(2-chloro-8-(propan-2-yl)imidazo[1,2-b]pyridazin-7-yl)-N'-(5-cyano-6-(2H-1,2,3-triazol-2-yl)pyridin-3-yl)urea